methylglucose sesquistearate C(CCCCCCCCCCCCCCCCC)(=O)O.CC(=O)[C@H](O)[C@@H](O)[C@H](O)[C@H](O)CO.C(CCCCCCCCCCCCCCCCC)(=O)O.C(CCCCCCCCCCCCCCCCC)(=O)O.CC(=O)[C@H](O)[C@@H](O)[C@H](O)[C@H](O)CO